ethyl 2-(4-chloro-7-methoxy-6-(4-morpholinophenyl)-2H-indazol-2-yl)-2-((R)-6-fluoro-6,7-dihydro-5H-pyrrolo[1,2-c]imidazol-1-yl)acetate ClC=1C2=CN(N=C2C(=C(C1)C1=CC=C(C=C1)N1CCOCC1)OC)C(C(=O)OCC)C1=C2N(C=N1)C[C@@H](C2)F